3-((4-(2-methyl-5-((2S,3R,4R,5S,6R)-3,4,5-trihydroxy-6-(methylthio)tetrahydro-2H-pyran-2-yl)benzyl)benzyl)oxy)propionic acid CC1=C(CC2=CC=C(COCCC(=O)O)C=C2)C=C(C=C1)[C@@H]1O[C@@H]([C@H]([C@@H]([C@H]1O)O)O)SC